NC1(CC(=C(C=C1)C=CC=1C(=CC=CC1)S(=O)(=O)O)S(=O)(=O)O)N 4,4-Diamino-2,2'-stilbenedisulfonic acid